FC1(CN(C1)C=1C=C(C(=NC1)C=1C=C(SC1C)C(=O)OC)OCC1=CC(=CC(=C1)F)F)F methyl 4-[5-(3,3-difluoroazetidin-1-yl)-3-[(3,5-difluorophenyl)methoxy]pyridin-2-yl]-5-methylthiophene-2-carboxylate